CN1N=C(C(=C1)C=1C=CC(=NC1)NC1C[C@@H]2[C@@H](CN(C2)C(=O)OC(C)(C)C)C1)C tert-Butyl (3aR,5s,6aS)-5-((5-(1,3-dimethyl-1H-pyrazol-4-yl)pyridin-2-yl)amino)hexahydrocyclopenta[c]pyrrole-2(1H)-carboxylate